3-(trimethylsilyl)-2λ5-1,3,2-thiaazaphospholane-5-carbonitrile C[Si](N1[PH3]SC(C1)C#N)(C)C